FC(CN[C@@H]1COC2=C1C=CC(=C2)C(F)(F)F)(F)F (S)-N-(2,2,2-trifluoroethyl)-6-(trifluoromethyl)-2,3-dihydrobenzofuran-3-amine